1,1-bis(tertiary pentyl-peroxy)cyclohexane C(C)(C)(CC)OOC1(CCCCC1)OOC(C)(C)CC